C1(CCCCC1)CC(O)C1=CC=C(C=C1)C1=CC=C(C=C1)F 2-Cyclohexyl-1-(4'-fluoro-[1,1'-biphenyl]-4-yl)ethan-1-ol